(4-(azetidin-3-ylamino)-2,6-dichlorophenyl)(morpholino)methanone N1CC(C1)NC1=CC(=C(C(=C1)Cl)C(=O)N1CCOCC1)Cl